dimethyl (1-methyl-1-(2-methylcyclohexyl)methylene)malonate CC(C1C(CCCC1)C)=C(C(=O)OC)C(=O)OC